2-(4-(3,4-dichlorobenzyl)piperidin-1-yl)ethan-1-amine ClC=1C=C(CC2CCN(CC2)CCN)C=CC1Cl